5-Methyl-4-{6-[(3,3,7-trimethyl-2,3-dihydro-1-benzofuran-4-yl)oxy]-3-pyridinyl}-2,4-dihydro-3H-1,2,4-triazol-3-one CC=1N(C(NN1)=O)C=1C=NC(=CC1)OC1=CC=C(C2=C1C(CO2)(C)C)C